(-)-N-{2-cyclopropyl-2-[5-fluoro-6-(3-fluorophenyl)-4-(2-hydroxyprop-2-yl)pyridin-2-yl]-2-hydroxyEthyl}-8-methoxy-3-methylcinnoline-6-carboxamide C1(CC1)C(CNC(=O)C=1C=C2C=C(N=NC2=C(C1)OC)C)(O)C1=NC(=C(C(=C1)C(C)(C)O)F)C1=CC(=CC=C1)F